(R)-3-(3-(4-(2-fluoro-1-tosyl-1H-pyrrolo[2,3-b]pyridin-3-yl)thiazol-2-yl)phenyl)-3-hydroxy-1-methylpyrrolidin-2-one FC1=C(C=2C(=NC=CC2)N1S(=O)(=O)C1=CC=C(C)C=C1)C=1N=C(SC1)C=1C=C(C=CC1)[C@]1(C(N(CC1)C)=O)O